3-(6-fluoro-3-methyl-2-oxo-5-(1'-(piperidin-4-ylmethyl)-[4,4'-bipiperidin]-1-yl)-2,3-dihydro-1H-benzo[d]imidazol-1-yl)piperidine-2,6-dione trifluoroacetate FC(C(=O)O)(F)F.FC=1C(=CC2=C(N(C(N2C)=O)C2C(NC(CC2)=O)=O)C1)N1CCC(CC1)C1CCN(CC1)CC1CCNCC1